ClC1=C(C=CC(=C1)Cl)[C@H]1[C@@H](C1)NC(=O)[C@]1(C=2C=CC=NC2[C@@](CC1)(C)O)F (5s,8s)-N-((trans)-2-(2,4-dichlorophenyl)cyclopropyl)-5-fluoro-8-hydroxy-8-methyl-5,6,7,8-tetrahydroquinoline-5-carboxamide